NC1=C2C(=NC=N1)N(N=C2C2=CC=C(C=C2)OC2=CC=CC=C2)C2CCC(CC2)CN2CC(N(C(C2)C)C=2C=C1C(N(C(C1=CC2F)=O)C2C(NC(CC2)=O)=O)=O)C 5-(4-((4-(4-amino-3-(4-phenoxyphenyl)-1H-pyrazolo[3,4-d]pyrimidin-1-yl)cyclohexyl)methyl)-2,6-dimethylpiperazin-1-yl)-2-(2,6-dioxopiperidin-3-yl)-6-fluoroisoindoline-1,3-dione